1-hydroxy-3-azabicyclo[3.1.0]hexan OC12CNCC2C1